2-[4-(3-methoxypyridin-2-yl)butylamino]-5-[(6-methylpyridin-3-yl)methyl]-1H-pyrimidin-6-one COC=1C(=NC=CC1)CCCCNC=1NC(C(=CN1)CC=1C=NC(=CC1)C)=O